O[C@H]1C[C@H](CC1)NC=1N=NC(=C2C1C=NC=C2)C2=C(C=C(C=C2)C(F)(F)F)O 2-(4-(((1s,3r)-3-hydroxycyclopentyl)amino)pyrido[3,4-d]pyridazin-1-yl)-5-(trifluoromethyl)phenol